C(C)(C)(C)N1CCN(CC1)C1=CC(=CC=C1)S(=O)(=O)C1=CN(C2=CC=C(C=C12)Br)C1CC1 tert-butyl-4-(3-((1-cyclopropyl-5-bromo-1H-indol-3-yl)sulfonyl)phenyl)piperazine